5-(2-bromo-4-methylbenzyl)-3-[5-(3-cyclopropyl-2-fluorophenoxy)-2-methylpyridin-4-yl]-5,6-dihydro-4H-1,2,4-oxadiazine BrC1=C(CC2NC(=NOC2)C2=CC(=NC=C2OC2=C(C(=CC=C2)C2CC2)F)C)C=CC(=C1)C